(1R,7S,8R)-6-(7-chloro-8-fluoro-2-(((2R,7aS)-2-fluorotetrahydro-1H-pyrrolizin-7a(5H)-yl)methoxy-d2)pyrido[4,3-d]pyrimidin-4-yl)-8-fluoro-2-oxa-6-azabicyclo[5.1.0]octane ClC1=C(C=2N=C(N=C(C2C=N1)N1CCCO[C@H]2[C@@H]([C@@H]12)F)OC([2H])([2H])[C@]12CCCN2C[C@@H](C1)F)F